NC=1C(=NC=CC1)N1CCC(CC1)C(C)(C)O 2-(1-(3-Aminopyridin-2-yl)piperidin-4-yl)propan-2-ol